chloro-6'-(pyrimidin-4-ylamino)-2'H-8-azaspiro[bicyclo[3.2.1]octane-3,3'-imidazo[1,5-a]pyridine]-1',5'-dione ClN1C2(N3C(=CC=C(C3=O)NC3=NC=NC=C3)C1=O)CC1CCC(C2)N1